O=C(CCC1C=CC=CC=1)C1C=CC=CC=1O Dihydrochalcone